FC(CN(C1=NC=2N(C3=C1C(=CN=C3)F)C(=NN2)C)C2=CC(=CC(=C2)C#CC2(CC2)C(F)(F)F)F)F N-(2,2-difluoroethyl)-6-fluoro-N-(3-fluoro-5-((1-(trifluoromethyl)cyclopropyl)ethynyl)phenyl)-1-methylpyrido[4,3-e][1,2,4]triazolo[4,3-a]pyrimidin-5-amine